[Si](C)(C)(C(C)(C)C)O[C@H]1[C@H]2N(C(C3=C(N1C(=O)OCC=C)C=C(C(=C3)OC)O[Si](C3=CC=CC=C3)(C3=CC=CC=C3)C(C)(C)C)=O)C=C(C2)C allyl (11S,11aS)-11-((tert-butyldimethylsilyl)oxy)-8-((tert-butyldiphenylsilyl)oxy)-7-methoxy-2-methyl-5-oxo-11,11a-dihydro-1H-benzo[e]pyrrolo[1,2-a][1,4]diazepine-10(5H)-carboxylate